OC(C)(C)C1CN(C1)C(=O)OC1CCC(CC1)C(N(CC12CCC(CC1)(CC2)C2=CC(=C(C=C2)OC)C)C2=NC=CC(=C2)C=2C=NN(C2)C(C)C)=O 4-((4-(1-Isopropyl-1H-pyrazol-4-yl)pyridin-2-yl)((4-(4-methoxy-3-methylphenyl)bicyclo[2.2.2]octan-1-yl)methyl)carbamoyl)cyclohexyl trans-3-(2-hydroxypropan-2-yl)azetidine-1-carboxylate